2-(4-(4-(aminomethyl-d2)-1-oxo-1,2-dihydrophthalazin-6-yl)-1-methyl-1H-pyrazol-5-yl)-6-chlorobenzonitrile NC(C1=NNC(C2=CC=C(C=C12)C=1C=NN(C1C1=C(C#N)C(=CC=C1)Cl)C)=O)([2H])[2H]